N1(N=CC=C1)C1=CC=C(N=N1)N1C(N(C2=C(C1=O)C(=C(S2)C2=CC=C(C=C2)N)CN(C)C)CC2=C(C=CC=C2F)F)=O 3-(6-(1H-pyrazol-1-yl)pyridazin-3-yl)-6-(4-aminophenyl)-1-(2,6-difluorobenzyl)-5-((dimethylamino)methyl)thieno[2,3-d]pyrimidine-2,4(1H,3H)-dione